C(C1=CC=CC=C1)OC(=O)N1[C@H](C[C@H](C1)OC)C(N(C(C(NC1CCOCC1)=O)C=1C=NC=CC1)C1=CC=C(C=C1)C(C)(C)C)=O.NC1=CC(=C(C=C1C#N)CC(=O)N)OC (4-amino-5-cyano-2-methoxyphenyl)acetamide Benzyl-(2R,4R)-2-[(4-tert-butylphenyl)-[2-oxo-1-(3-pyridyl)-2-(tetrahydropyran-4-ylamino)ethyl]carbamoyl]-4-methoxy-pyrrolidine-1-carboxylate